1-(2-chloro-3-fluoropyrazolo[1,5-a]pyrimidin-5-yl)ethan-1-one ClC1=NN2C(N=C(C=C2)C(C)=O)=C1F